C(C)(C)(C)NC(N[C@@H](C(=O)N1[C@@H]([C@H]2C([C@H]2C1)(C)C)C(=O)O)C(C)(C)C)=O (1R,2S,5S)-3-((R)-2-(3-(tert-butyl)ureido)-3,3-dimethylbutanoyl)-6,6-dimethyl-3-azabicyclo[3.1.0]hexane-2-carboxylic acid